1-(3-methylsulfonylazetidin-1-yl)ethanone CS(=O)(=O)C1CN(C1)C(C)=O